C(C)(C)(C)C=1C=C(CCC(=O)OCC(COC(CCC2=CC(=C(C(=C2)C(C)(C)C)O)C(C)(C)C)=O)(COC(CCC2=CC(=C(C(=C2)C(C)(C)C)O)C(C)(C)C)=O)COC(CCC2=CC(=C(C(=C2)C(C)(C)C)O)C(C)(C)C)=O)C=C(C1O)C(C)(C)C pentaerythritol tetra(3,5-di-tert-butyl-4-hydroxyhydrocinnamate)